4-(1-methylpyrazol-4-yl)phenol CN1N=CC(=C1)C1=CC=C(C=C1)O